C(C)(C)(C)C1N(CC1N1CCN(CC1)C1CCC(CC1)N1N=C(C=2C1=NC=NC2N)C2=CC=C(C=C2)OC2=C(C(=CC=C2)OC)F)C(=O)O tert-butyl-3-(4-(4-(4-amino-3-(4-(2-fluoro-3-methoxyphenoxy)phenyl)-1H-pyrazolo[3,4-d]pyrimidin-1-yl)cyclohexyl)piperazin-1-yl)azetidine-1-carboxylic acid